ClC1=CC=C2C3(C(N(C2=C1F)C1=CC=NN1C)=O)CC3 6'-chloro-7'-fluoro-1'-(1-methyl-1H-pyrazol-5-yl)spiro[cyclopropane-1,3'-indoline]-2'-one